1-(2-azidoethoxy)-4-fluorobenzene N(=[N+]=[N-])CCOC1=CC=C(C=C1)F